(2R,4R)-1-(3-chloro-2-fluorobenzyl)-4-((4-chloro-5-methyl-6-((5-methyl-1H-pyrazol-3-yl)amino)pyridin-2-yl)methyl)-2-methyl-piperidine-4-carboxylic acid ClC=1C(=C(CN2[C@@H](C[C@@](CC2)(C(=O)O)CC2=NC(=C(C(=C2)Cl)C)NC2=NNC(=C2)C)C)C=CC1)F